C(C=C)(=O)O.O1C=CC=C1 furan acrylate